FC(C1=CC=CC(=N1)NC(=O)C=1C(=CC=2N(C1)C=C(N2)C2CCC(CC2)CN2CCC(CC2)C2=CC=C(C=C2)C2(C(NC(CC2)=O)=O)F)OC(C)C)F N-[6-(difluoromethyl)-2-pyridinyl]-2-[4-[[4-[4-(3-fluoro-2,6-dioxo-3-piperidinyl)phenyl]-1-piperidinyl]methyl]cyclohexyl]-7-isopropoxy-imidazo[1,2-a]pyridine-6-carboxamide